propyldimethyl-aminoacetic acid C(CC)NC(C(=O)O)(C)C